OC1CC(OC(C1)(C)C)(C(=O)OCC)C ethyl 4-hydroxy-2,6,6-trimethyl-tetrahydropyran-2-carboxylate